2-amino-N-((5-(difluoromethyl)-2-pyridinyl)methyl)-N-((1R)-1-(5-fluoro-2-pyrimidinyl)ethyl)-3-methyl-6-quinolinecarboxamide NC1=NC2=CC=C(C=C2C=C1C)C(=O)N([C@H](C)C1=NC=C(C=N1)F)CC1=NC=C(C=C1)C(F)F